6-amino-N-(8-benzyl-3-(hydroxymethyl)-8-azabicyclo[3.2.1]octan-3-yl)-4-((2-hydroxy-1-phenylethyl)amino)nicotinamide NC1=NC=C(C(=O)NC2(CC3CCC(C2)N3CC3=CC=CC=C3)CO)C(=C1)NC(CO)C1=CC=CC=C1